tert-butyl (2-(2-(2-(4-(2-((1-(3,4-dichlorophenyl)-4,5-dihydro-1H-pyrazol-3-yl)amino)-2-oxoethyl)piperidin-1-yl)ethoxy)ethoxy)ethyl)carbamate ClC=1C=C(C=CC1Cl)N1N=C(CC1)NC(CC1CCN(CC1)CCOCCOCCNC(OC(C)(C)C)=O)=O